6-Chloro-N-[6-(2,2-difluoroethoxy)-2-methoxypyridin-3-yl]-1H-pyrrolo[2,3-b]pyridine-3-sulfonamide ClC1=CC=C2C(=N1)NC=C2S(=O)(=O)NC=2C(=NC(=CC2)OCC(F)F)OC